3-(1-(3-chloro-2-fluorophenyl)pyrrolidin-3-yl)-2-fluorobenzoic acid ClC=1C(=C(C=CC1)N1CC(CC1)C=1C(=C(C(=O)O)C=CC1)F)F